2-methoxy-5-(4-(3-(3-methylene-2-oxopyrrolidin-1-yl)azetidin-1-yl)quinazolin-3-yl)benzenesulfonamide COC1=C(C=C(C=C1)N1CN=C2C=CC=CC2=C1N1CC(C1)N1C(C(CC1)=C)=O)S(=O)(=O)N